Diethyl-2,2'-thiobis(6-t-butyl-p-cresol) C(C)C1=C(C(=C(C(=C1C(C)(C)C)O)SC1=CC(=CC(=C1O)C(C)(C)C)C)CC)C